(1S,2R,5R)-3-((6-(4-fluorophenoxy)pyridin-3-yl)sulfonyl)-N-hydroxy-8-(morpholine-4-carbonyl)-3,8-diazabicyclo[3.2.1]octane-2-carboxamide FC1=CC=C(OC2=CC=C(C=N2)S(=O)(=O)N2[C@H]([C@@H]3CC[C@H](C2)N3C(=O)N3CCOCC3)C(=O)NO)C=C1